BrC1=CC2=C(N=C(N=C2)NC=2SC=NN2)N2C1=NCC2 N-(6-bromo-8,9-dihydroimidazo[1',2':1,6]pyrido[2,3-d]pyrimidin-2-yl)-1,3,4-thiadiazol-2-amine